NC=1N=C(SC1C(C1=CC=C(C=C1)OCC(=O)N1CCOCC1)=O)N(C1=CC=C(C=C1)F)C(C(=O)N)C (N-[4-amino-5-[4-(2-morpholino-2-oxo-ethoxy)benzoyl]thiazol-2-yl]-4-fluoro-anilino)propanamide